C(#N)N1CC2=C(C=C(C=C2C1)NC(CCC(=O)N(C)C)=O)C1=CC=CC=C1 N1-(2-cyano-7-phenylisoindolin-5-yl)-N4,N4-dimethylsuccinamide